ClC1=CC=C(C=C1)C1COC2=C(O1)C=CC=C2C2CCN(CC2)CC=2N(C(=CN2)C=CC(=O)[O-])COCC[Si](C)(C)C 3-(2-((4-(2-(4-chlorophenyl)-2,3-dihydrobenzo[b][1,4]dioxin-5-yl)piperidin-1-yl)methyl)-1-((2-(trimethylsilyl)ethoxy)methyl)-1H-imidazol-5-yl)acrylate